2-(3,4-dichlorophenyl)-1-ethyl-6-[(6-fluoro-3-pyridyl)oxy]-4-oxo-pyridine-3-carboxylic acid ClC=1C=C(C=CC1Cl)C=1N(C(=CC(C1C(=O)O)=O)OC=1C=NC(=CC1)F)CC